(S)-1-(2,2-difluorocyclopropyl)-6-fluoro-5-iodo-1H-benzo[d]imidazole FC1([C@H](C1)N1C=NC2=C1C=C(C(=C2)I)F)F